3-(1H-benzo[d]imidazol-1-yl)-2',4',6'-trimethyl-[1,1'-biphenyl]-3-ol N1(C=NC2=C1C=CC=C2)C2(CC(=CC=C2)C2=C(C=C(C=C2C)C)C)O